cis-8-dimethylamino-1-ethyl-8-phenyl-3-(pyridin-3-yl-methyl)-1,3-diazaspiro[4.5]decan-2-one CN(C1(CCC2(CN(C(N2CC)=O)CC=2C=NC=CC2)CC1)C1=CC=CC=C1)C